(S)-1-((S)-1-(2-((S)-amino(4,4-difluorocyclohexyl)methyl)-benzo[d]oxazol-5-yl)-2-chloroethyl)-4-(trifluoromethyl)imidazolidin-2-one N[C@H](C=1OC2=C(N1)C=C(C=C2)[C@@H](CCl)N2C(N[C@@H](C2)C(F)(F)F)=O)C2CCC(CC2)(F)F